[Li].[Ge].[Al].[Li] lithium aluminum germanium lithium